6-(4,4,5,5-tetramethyl-1,3,2-dioxaborolan-2-yl)-3,4-dihydro-1,8-naphthyridin-2(1H)-one CC1(OB(OC1(C)C)C=1C=C2CCC(NC2=NC1)=O)C